BrCC(=O)N[C@@H](C)C1=C(C=C(C=C1)F)Cl (S)-2-bromo-N-(1-(2-chloro-4-fluorophenyl)ethyl)acetamide